1-(3-amino-6-(2-hydroxyphenyl)pyridazin-4-yl)piperidine-4-carboxylic acid NC=1N=NC(=CC1N1CCC(CC1)C(=O)O)C1=C(C=CC=C1)O